tert-Butyl 7-[8-(tert-butoxycarbonylamino)-7-fluoro-3-[(1-methyl-6-oxo-3-piperidyl)oxycarbonylamino]-6-isoquinolyl]-8-methyl-2,3-dihydropyrido[2,3-b][1,4]oxazine-1-carboxylate C(C)(C)(C)OC(=O)NC=1C(=C(C=C2C=C(N=CC12)NC(=O)OC1CN(C(CC1)=O)C)C1=C(C2=C(OCCN2C(=O)OC(C)(C)C)N=C1)C)F